(5a)-Estrane-3,17-dione C[C@@]12C(CC[C@H]1[C@@H]1CC[C@H]3CC(CC[C@@H]3[C@H]1CC2)=O)=O